CC1=CC(=CC=C1)N(CCO)CCO N,N-dihydroxyethyl-m-toluidine